(R)-2-(2-isopropylphenyl)-9-(4-(2-(methoxymethyl)pyrrolidine-1-carbonyl)benzyl)-7,9-dihydro-8H-purin-8-one C(C)(C)C1=C(C=CC=C1)C1=NC=C2NC(N(C2=N1)CC1=CC=C(C=C1)C(=O)N1[C@H](CCC1)COC)=O